C(C)(C)(C)N(C(O)=O)CCCCCCOC1=C2C(N(C(C2=CC=C1)=O)C1C(NC(CC1)=O)=O)=O.N1CCC(CC1)CN1CCN(CC1)C=O (4-(piperidin-4-ylmethyl)piperazin-1-yl)methanone tert-butyl-(6-{[2-(2,6-dioxopiperidin-3-yl)-1,3-dioxoisoindolin-4-yl]oxy}hexyl)carbamate